1-(4,4-difluorocyclohexyl)-5-hydroxy-N-(4-((2-hydroxyethyl)sulfonamido)-2-(6-azaspiro[2.5]octan-6-yl)phenyl)-4-oxo-1,4-dihydropyridine-3-carboxamide FC1(CCC(CC1)N1C=C(C(C(=C1)O)=O)C(=O)NC1=C(C=C(C=C1)NS(=O)(=O)CCO)N1CCC2(CC2)CC1)F